(2S,4R)-4-hydroxy-1-((S)-2-(2-methoxyacetamido)-3-methylbutanoyl)-N-(4-(4-methylthiazol-5-yl)benzyl)pyrrolidine-2-carboxamide O[C@@H]1C[C@H](N(C1)C([C@H](C(C)C)NC(COC)=O)=O)C(=O)NCC1=CC=C(C=C1)C1=C(N=CS1)C